tert-butyl N-(4-iodophenyl)-N-methyl-carbamate IC1=CC=C(C=C1)N(C(OC(C)(C)C)=O)C